C(C)OC(CCC(=O)C1=NC(=CC(=C1O)C#N)CC1=CC=C(C=C1)C)=O 4-[4-Cyano-3-hydroxy-6-(4-methyl-benzyl)-pyridin-2-yl]-4-oxo-butyric acid ethyl ester